N-{4-[(4-methylbenzyl)oxy]benzyl}-N-(4-piperidylmethyl)amine CC1=CC=C(COC2=CC=C(CNCC3CCNCC3)C=C2)C=C1